O=C1NC(CCC1NC(C1=C(C=C(C=C1)OC)C=COCC)=O)=O N-(2,6-dioxopiperidin-3-yl)-2-(2-ethoxyvinyl)-4-methoxybenzamide